(R)-4-cyclopropyl-N-(3-(1-(4-methyl-4H-1,2,4-triazol-3-yl)propan-2-yl)phenyl)-1H-imidazole-2-carboxamide C1(CC1)C=1N=C(NC1)C(=O)NC1=CC(=CC=C1)[C@@H](CC1=NN=CN1C)C